(oxetan-3-yloxy)methyl (4-bromo-2,5-dimethoxyphenethyl)carbamate BrC1=CC(=C(CCNC(OCOC2COC2)=O)C=C1OC)OC